(S)-quinuclidin-3-yl 1-(1-methyl-2-oxopiperidin-4-yl)-3,4-dihydroisoquinoline-2(1H)-carboxylate CN1C(CC(CC1)C1N(CCC2=CC=CC=C12)C(=O)O[C@@H]1CN2CCC1CC2)=O